C(C(=C)C)(=O)OC12CC3(CC(CC(C1)C3)(C2)C)C 3,5-dimethyl-1-adamantyl methacrylate